3-phenylbenzo[b]benzo[4,5]furan C1(=CC=CC=C1)C=1C=CC2=C(OC3=C2C=CC=C3)C1